2,7-dimesityl-9H-carbazole C1(=C(C(=CC(=C1)C)C)C1=CC=2NC3=CC(=CC=C3C2C=C1)C1=C(C=C(C=C1C)C)C)C